6-(((3R,5S)-5-methylpyrrolidin-3-yl)oxy)-[1,2,4]triazolo[1,5-a]pyridine C[C@H]1C[C@H](CN1)OC=1C=CC=2N(C1)N=CN2